C(CC)[SiH]1CC[SiH2]CC1 propyl-1,4-disilacyclohexane